1-(5-chloro-3-fluoropyridin-2-yl)-3-(3-hydroxycyclobutyl)-4-(4-methylbenzyl)piperazine-2,5-dione ClC=1C=C(C(=NC1)N1C(C(N(C(C1)=O)CC1=CC=C(C=C1)C)C1CC(C1)O)=O)F